4-oxo-N-({6-[(piperidin-1-yl)methyl]imidazo[1,2-a]pyridin-2-yl}methyl)-4H-chromen-2-carboxamide O=C1C=C(OC2=CC=CC=C12)C(=O)NCC=1N=C2N(C=C(C=C2)CN2CCCCC2)C1